6-methoxy-1,2,3,4-tetrahydroisoquinoline-1-carboxylic acid COC=1C=C2CCNC(C2=CC1)C(=O)O